FC1=C(C=C2C=CN(C(C2=C1)=O)C[C@H]1[C@@H](C1)[C@H](C)NC=1C=NNC(C1C(F)(F)F)=O)C1=NC=C(C=N1)C(F)(F)F 7-fluoro-2-[[(1R,2R)-2-[(1S)-1-[[6-oxo-5-(trifluoromethyl)-1H-pyridazin-4-yl]amino]ethyl]cyclopropyl]methyl]-6-[5-(trifluoromethyl)pyrimidin-2-yl]isoquinolin-1-one